P(=O)(O)(O)OC=1C(=C2C=CC=CC2=CC1C=1C2=CC=CC=C2C=2C=CC=CC2C1)C1=CC(=CC2=CC=CC=C12)C=1C2=CC=CC=C2C=2C=CC=CC2C1 (R)-3,3'-bis(9-phenanthryl)-1,1'-binaphthol phosphate